(6-(6-(4-(3-chlorophenyl)piperidin-1-yl)-6-oxohexyl)-1-oxoisoindolin-2-yl)piperidine-2,6-dione ClC=1C=C(C=CC1)C1CCN(CC1)C(CCCCCC1=CC=C2CN(C(C2=C1)=O)N1C(CCCC1=O)=O)=O